4-[2-(5-ethyl-2-pyridinyl)ethyl]morpholine C(C)C=1C=CC(=NC1)CCN1CCOCC1